C(CCC)(C1=C(C(=CC=C1C)C(C)(C)C)O)C1=C(C(=CC=C1C)C(C)(C)C)O butylidenebis(3-methyl-6-t-butylphenol)